(3S)-N-[3-(2-[[(2R)-1-hydroxybutan-2-yl]amino]-6-(morpholin-4-yl)pyridin-4-yl)-4-methylphenyl]-3-(2,2,2-trifluoroethyl)pyrrolidine-1-carboxamide OC[C@@H](CC)NC1=NC(=CC(=C1)C=1C=C(C=CC1C)NC(=O)N1C[C@@H](CC1)CC(F)(F)F)N1CCOCC1